FC1(CCN(CC1)CCCCCCN(C)CC=1C=2C3=C(C(N(C3=CC1)C1C(NC(CC1)=O)=O)=O)C=CC2)F 3-(6-(((6-(4,4-difluoropiperidin-1-yl)hexyl)(methyl)amino)methyl)-2-oxobenzo[cd]indol-1(2H)-yl)piperidine-2,6-dione